C(\C=C\C1=CC(OC)=C(O)C=C1)(=O)[O-] Ferulat